C1CCC2=C(C1)C(=O)C3=CC=CC=C3C2=O Tetrahydroanthraquinone